[O].C(CCCC)[Te]CCCCC.[Te] tellurium dipentyl-tellurium oxygen